(2S)-2-[[3-isopropyl-8-[[4-(4-pyridyl)phenyl]methylamino]-[1,2,4]triazolo[4,3-b]pyridazin-6-yl]amino]butan-1-ol C(C)(C)C1=NN=C2N1N=C(C=C2NCC2=CC=C(C=C2)C2=CC=NC=C2)N[C@H](CO)CC